[N-](S(=O)(=O)C(F)(F)F)S(=O)(=O)C(F)(F)F.C(CCCCCCCCCCCCCCCCC)N1C=[N+](C=C1)C 1-octadecyl-3-methyl-imidazolium bis(trifluoromethylsulfonyl)imide